(S)-6'-bromo-4'-((tert-butyldimethylsilyl)oxy)-8-(difluoromethoxy)-3',5'-difluoro-6-(trifluoromethyl)-2'H,3H-spiro[imidazo[1,2-a]pyridine-2,1'-naphthalene] BrC=1C(=C2C(=C(C[C@@]3(C2=CC1)N=C1N(C=C(C=C1OC(F)F)C(F)(F)F)C3)F)O[Si](C)(C)C(C)(C)C)F